tert-butyl 3-(7-bromo-2-chloro-5,8-difluoro-6-methoxyquinazolin-4-yl)-3,8-diazabicyclo[3.2.1]octane-8-carboxylate BrC1=C(C(=C2C(=NC(=NC2=C1F)Cl)N1CC2CCC(C1)N2C(=O)OC(C)(C)C)F)OC